FC1=CN=CC2=C1C(=NC=1N2C(=NN1)C)N1CCCC2=C(N=CC=C12)C#CC1(CC1)C 6-fluoro-1-methyl-5-(5-((1-methylcyclopropyl)ethynyl)-3,4-dihydro-1,6-naphthyridin-1(2H)-yl)pyrido[4,3-e][1,2,4]triazolo[4,3-a]pyrimidine